C(#N)C1(C2CCN(CC12)C(=O)OC(C)(C)C)C1=NOC(=C1)COC tert-butyl 7-cyano-7-(5-(methoxymethyl)isoxazol-3-yl)-3-azabicyclo[4.1.0]heptane-3-carboxylate